C1(=CC=CC=C1)P(C(C1=C(C=C(C=C1C)C)C)=O)(CC)=O phenyl-ethyl-(2,4,6-trimethylbenzoyl)phosphine oxide